penta-enal C(C=CCC)=O